ClC=1C=C(C=C(C1)Cl)N1C[C@@H](N(CC1)C(=O)OC(C)(C)C)C tert-butyl (2S)-4-(3,5-dichlorophenyl)-2-methyl-piperazine-1-carboxylate